BrC1=CC=C(CN2C=CC=C2)C=C1 1-(4-bromobenzyl)-1H-pyrrole